The molecule is the L-enantiomer of the amino acid histidine. It has a role as a nutraceutical, a micronutrient, a Saccharomyces cerevisiae metabolite, an Escherichia coli metabolite, a human metabolite, an algal metabolite and a mouse metabolite. It is a proteinogenic amino acid, a histidine and a L-alpha-amino acid. It is a conjugate base of a L-histidinium(1+). It is a conjugate acid of a L-histidinate(1-). It is an enantiomer of a D-histidine. It is a tautomer of a L-histidine zwitterion. C1=C(NC=N1)C[C@@H](C(=O)O)N